tert-butyl 6-(4-(1,6-dimethyl-1H-indazol-7-yl)-3,7,7-trimethyl-7,8-dihydro-5H-pyrano[4,3-b]pyridin-2-yl)-2,6-diazaspiro[3.4]octane-2-carboxylate CN1N=CC2=CC=C(C(=C12)C1=C2C(=NC(=C1C)N1CC3(CN(C3)C(=O)OC(C)(C)C)CC1)CC(OC2)(C)C)C